4-amino-9-(β-D-ribofuranosyl)-9H-pyrido[2',3':4,5]pyrrolo[2,3-d]pyrimidine NC=1C2=C(N=CN1)N(C1=C2N=CC=C1)[C@H]1[C@H](O)[C@H](O)[C@H](O1)CO